N1=CN=CC2=CC=C(C=C12)CC(=O)O quinazolin-7-acetic acid